The molecule is a member of the class of pyrroles that is 1'H-1,3'-bipyrrole substituted by four chloro groups at positions 4, 4', 5 and 5' and two 2-hydroxybenzoyl moieties at positions 2 and 2'. It is isolated from Streptomyces sp.CNQ-418 and exhibits cytotoxic and antibacterial activities. It has a role as an antimicrobial agent, an antibacterial agent, an antineoplastic agent, a marine metabolite and a bacterial metabolite. It is a member of pyrroles, an organochlorine compound, a member of phenols and an aromatic ketone. C1=CC=C(C(=C1)C(=O)C2=CC(=C(N2C3=C(NC(=C3Cl)Cl)C(=O)C4=CC=CC=C4O)Cl)Cl)O